C(C=C)(=O)NCC[N+](C)(C)C acryloylaminoethyl-trimethylammonium